(+/-)-trans-3-((6-(benzofuran-2-yl)-2-(2-chloro-5H-pyrrolo[2,3-b]pyrazin-7-yl)pyrimidin-4-yl)amino)bicyclo[2.2.2]octane-2-carboxylic acid O1C(=CC2=C1C=CC=C2)C2=CC(=NC(=N2)C2=CNC1=NC=C(N=C12)Cl)NC1C(C2CCC1CC2)C(=O)O